OC1=C(C=C(C=C1)C(C)(C)C1=CC(=C(C=C1)O)C1=CC=CC=C1)C1=CC=CC=C1 bis(4-hydroxy-3-phenyl-phenyl)propane